O1CC(C1)OC1=NC(=NC=C1C(F)(F)F)N[C@H]1C[C@H](CCC1)C1=NN=C2N1CCN(C2)C=2C=CC(=NC2)O 5-[3-[(1S,3R)-3-[[4-(oxetan-3-yloxy)-5-(trifluoromethyl)pyrimidin-2-yl]amino]cyclohexyl]-6,8-dihydro-5H-[1,2,4]triazolo[4,3-a]pyrazin-7-yl]pyridin-2-ol